3-Chloro-2-(5-methyl-1H-1,2,4-triazol-1-yl)-5-nitropyridine ClC=1C(=NC=C(C1)[N+](=O)[O-])N1N=CN=C1C